IC1=CC=C(C=C1)C1=CC(=NO1)CN1C(=NC=C1)[C@H](C)OC1OCCCC1 5-(4-Iodophenyl)-3-((2-((1S)-1-((tetrahydro-2H-pyran-2-yl)oxy)ethyl)-1H-imidazol-1-yl)methyl)isoxazole